BrC1=CC=C(C=C1)NC=1C(C2=CC=CC=C2C(C1)=O)=O 2-((4-bromophenyl)amino)naphthalene-1,4-dione